C(C)(C)(C)C=1C=C(C2=C(C(C(O2)=O)C2=CC=C(C=C2)OCCO)C1)C(C)(C)C 5,7-ditert-butyl-3-[4-(2-hydroxyeth-oxy)phenyl]-3H-benzofuran-2-one